C1=C(C=CC2=CC=CC=C12)OCCCCCCCCO[C@H]([C@H](C=O)O)[C@H](O)[C@H](O)CO 3-O-(8-(naphthalen-2-yloxy)octyl)-D-glucose